(3S,5R,6S)-(3R,5S,6R)-3-allyl-5-(3-chlorophenyl)-6-(4-chlorophenyl)-1-(cyclopropylmethyl)piperidin-2-one C(C=C)[C@@H]1C(N([C@@H]([C@H](C1)C1=CC(=CC=C1)Cl)C1=CC=C(C=C1)Cl)CC1CC1)=O